4-(difluoromethoxy)-2-(4-(2-((dimethylamino)methyl)-1-methyl-1H-imidazol-5-yl)phenoxy)benzaldehyde FC(OC1=CC(=C(C=O)C=C1)OC1=CC=C(C=C1)C1=CN=C(N1C)CN(C)C)F